Z-2,6-nonadienamide C(\C=C/CCC=CCC)(=O)N